MethylFolic acid CC(C(=O)O)C[C@@H](C(=O)O)NC(=O)C1=CC=C(NCC2=CN=C3N=C(N)NC(=O)C3=N2)C=C1